COC1=C(C=CC(=C1)C(F)(F)F)C1=C(C=C(N=N1)C(O)C=1C=NC=CC1)C (6-(2-methoxy-4-(trifluoromethyl)phenyl)-5-methylpyridazin-3-yl)(pyridin-3-yl)methanol